N-(4,4-difluoropyrrolidin-3-yl)-2-methyl-5-((2-(trifluoromethyl)pyridin-3-yl)methoxy)benzofuran-3-carboxamide FC1(C(CNC1)NC(=O)C1=C(OC2=C1C=C(C=C2)OCC=2C(=NC=CC2)C(F)(F)F)C)F